N-{(3R)-1-[(4S)-7-(3,5-dimethylisoxazol-4-yl)-4-pyridin-2-yl-4,5-dihydroimidazo[1,5,4-de][1,4]benzoxazin-2-yl]pyrrolidin-3-yl}propane-2-sulfonamide CC1=NOC(=C1C1=CC=C2C=3N([C@H](COC31)C3=NC=CC=C3)C(=N2)N2C[C@@H](CC2)NS(=O)(=O)C(C)C)C